C(#N)NC#N cyanic acid, cyanoamide